6-chloro-5'-(3-chlorophenyl)-2'-(2-(2-fluoroethoxy)-4-methoxypyrimidin-5-yl)-3'-isopropyl-3'H-spiro[indoline-3,4'-pyrrolo[3,4-d]imidazole]-2,6'(5'H)-dione ClC1=CC=C2C(=C1)NC(C21N(C(C=2N=C(N(C21)C(C)C)C=2C(=NC(=NC2)OCCF)OC)=O)C2=CC(=CC=C2)Cl)=O